Pentane-1,3-dicarboxylic acid dimethyl ester COC(=O)CCC(CC)C(=O)OC